N-cetyl-trimethyl-ammonium bromide [Br-].C(CCCCCCCCCCCCCCC)[N+](C)(C)C